FC1(CCC(CC1)N1N=CC(=C1)C1=CC=2C(C(=N1)O[C@H](C)[C@@H]1CC(NC1)=O)=CN(N2)C)F (4R)-4-[(1R)-1-[6-[1-(4,4-difluorocyclohexyl)pyrazol-4-yl]-2-methyl-pyrazolo[4,3-c]pyridin-4-yl]oxyethyl]pyrrolidin-2-one